FC1=CC=C(C=C1)N1N=CC2=CC(=C(C=C12)C)C1(CCN(CC1)S(=O)(=O)C=1C=NN(C1)CCC)C(=O)N1CCCC1 (4-(1-(4-fluorophenyl)-6-methyl-1H-indazol-5-yl)-1-((1-propyl-1H-pyrazol-4-yl)sulfonyl)piperidin-4-yl)(pyrrolidin-1-yl)methanone